OC1CCN(CC1)C=1C=CC(=NC1)NC=1C=CC(=C2CNC(C12)=O)C=1C=NC2=CN(C=CC21)C 7-((5-(4-hydroxypiperidin-1-yl)pyridin-2-yl)amino)-4-(6-methyl-6H-pyrrolo[2,3-c]pyridin-3-yl)isoindolin-1-one